N-(4-Methyl-3-(2'-((4-morpholinophenyl)amino)-7'-oxo-5'H-spiro[cyclopropane-1,8'-pyrido[4,3-d]pyrimidine]-6'(7'H)-yl)phenyl)-3-(trifluoromethyl)benzamide CC1=C(C=C(C=C1)NC(C1=CC(=CC=C1)C(F)(F)F)=O)N1CC2=C(N=C(N=C2)NC2=CC=C(C=C2)N2CCOCC2)C2(C1=O)CC2